(2R,3S,4R,5R,6S)-2-Hydroxymethyl-6-[4-isopropyl-3-(1,2,3,4-tetrahydro-quinolin-6-ylmethyl)-phenyl]-tetrahydro-pyran-3,4,5-triol OC[C@H]1O[C@H]([C@@H]([C@H]([C@@H]1O)O)O)C1=CC(=C(C=C1)C(C)C)CC=1C=C2CCCNC2=CC1